1-(5-(Aminomethyl)-4-fluoropyridin-2-yl)dihydropyrimidine-2,4(1H,3H)-dione NCC=1C(=CC(=NC1)N1C(NC(CC1)=O)=O)F